rel-[(2R,4S)-4-[2-(2-ethoxypyridin-3-yl)-1'-[3-methoxy-2-(trifluoromethyl)phenyl]spiro[6,8-dihydro-1,7-naphthyridine-5,4'-piperidine]-7-yl]oxolan-2-yl]methanamine C(C)OC1=NC=CC=C1C1=NC=2CN(CC3(CCN(CC3)C3=C(C(=CC=C3)OC)C(F)(F)F)C2C=C1)[C@H]1C[C@@H](OC1)CN |o1:36,38|